1-cyanoethyl-2-phenyl-3,5-bis(cyanoethoxymethyl)imidazole C(#N)C(C)C=1N(C(=NC1COCCC#N)C1=CC=CC=C1)COCCC#N